FC1C[C@@H](NC1)C(=O)NC1=CC=C2C(=N1)C=NN2 4-fluoro-N-1H-pyrazolo[4,3-b]pyridin-5-yl-D-prolinamide